5-((2-bromo-5-isopropylpyridin-4-yl)oxy)-N4-(2-(dimethylamino)ethyl)pyrimidine-2,4-diamine BrC1=NC=C(C(=C1)OC=1C(=NC(=NC1)N)NCCN(C)C)C(C)C